N1,N1-dimethylbenzene-1,4-disulfonamide CN(S(=O)(=O)C1=CC=C(C=C1)S(=O)(=O)N)C